(6S)-6-methyl-3-(3-methyl-1,1,4-trioxo-1,2-thiazolidin-2-yl)-6,7-dihydro-4H-pyrazolo[1,5-a]pyrazine-5-carboxylic acid tert-butyl ester C(C)(C)(C)OC(=O)N1CC=2N(C[C@@H]1C)N=CC2N2S(CC(C2C)=O)(=O)=O